4-pentenyl carbonate C(OCCCC=C)([O-])=O